2,4,6-tri(2-propyne-1-oxy)-1,3,5-triazine C(C#C)OC1=NC(=NC(=N1)OCC#C)OCC#C